C(C)OC1=C(C(=NC=C1C1=CC=C(C=C1)F)C)C(=O)N 4-ethoxy-5-(4-fluorophenyl)-2-methylpyridine-3-carboxamide